FC(N(C(C1=CC=CC=C1)=O)C(F)(F)F)(F)F N,N-bis(trifluoromethyl)benzamide